ClC1=CC=C(C=C1)N1N=C(C=C1)OC\C=C(/C(/C(=O)NC)=N\OC)\C (Z,2e)-5-[1-(4-chloro-phenyl)pyrazol-3-yl]oxy-2-methoxyimino-N,3-dimethyl-pent-3-enamide